COC1=CC=C(C=C1)C(OC[C@@H]1[C@H](C[C@@H](O1)N1C(N(C(C=C1)=O)C)=O)O)(C1=CC=CC=C1)C1=CC=C(C=C1)OC 1-((2R,4S,5R)-5-((bis(4-methoxyphenyl)(phenyl)methoxy)methyl)-4-hydroxytetrahydrofuran-2-yl)-3-methylpyrimidine-2,4(1H,3H)-dione